BrC1=CC=C(C=C1)C(C(SC1=CC=CC=C1)S(=O)(=O)C1=CC=CC=C1)=O 1-(4-bromophenyl)-2-(benzenesulfonyl)-2-(phenylthio)ethan-1-one